1-(13Z,16Z-docosadienoyl)-2-heneicosanoyl-glycero-3-phospho-(1'-sn-glycerol) CCCCCCCCCCCCCCCCCCCCC(=O)O[C@H](COC(=O)CCCCCCCCCCC/C=C\C/C=C\CCCCC)COP(=O)(O)OC[C@H](CO)O